C1(CCCCC1)S(=O)(=O)NC(=O)C=1C(=C(C(=CC1CCCCC)O)C1CCCC(=C1)C)O N-(cyclohexylsulfonyl)-2,6-dihydroxy-5'-methyl-4-pentyl-1',2',3',4'-tetrahydro-[1,1'-biphenyl]-3-carboxamide